(RS)-2-(4-isopropyl-4-methyl-5-oxo-2-imidazolin-2-yl)-5-methoxymethyl-pyridine-3-carboxylic acid C(C)(C)[C@]1(N=C(NC1=O)C1=NC=C(C=C1C(=O)O)COC)C |r|